BrC1=C(N=CC2=NC=C(N=C21)Cl)O 8-bromo-2-chloropyrido[3,4-b]pyrazin-7-ol